9-methyl-3,9-diazaspiro[5.5]undecan CN1CCC2(CCNCC2)CC1